ClC=1C=C(C=CC1F)C(CC1=CC=C(C=C1)F)(O)C=1N(C(=CN1)S(=O)(=O)C)COCC[Si](C)(C)C 1-(3-chloro-4-fluorophenyl)-2-(4-fluorophenyl)-1-(5-methanesulfonyl-1-{[2-(tri-methylsilyl)ethoxy]methyl}-1H-imidazol-2-yl)ethan-1-ol